FC(C1=CC=CC(=N1)NC(=O)C=1C(=NC=2N(C1)C=C(N2)C21COC(C2)(C1)CF)OC(C)C)F N-(6-(difluoromethyl)pyridin-2-yl)-2-(1-(fluoromethyl)-2-oxabicyclo[2.1.1]hex-4-yl)-7-isopropoxylimidazo[1,2-a]pyrimidine-6-carboxamide